1-ethyl 3-(2-(4-methylpiperazin-1-yl)ethyl) 8-((4-(4-chlorophenoxy)-3,5-difluorophenyl)-sulfonyl)-3,8-diazabicyclo[3.2.1]octane-1,3-dicarboxylate ClC1=CC=C(OC2=C(C=C(C=C2F)S(=O)(=O)N2C3(CN(CC2CC3)C(=O)OCCN3CCN(CC3)C)C(=O)OCC)F)C=C1